ClC=1C(=C(C(=CC1)C(F)F)C1=CN=C(C(=N1)C(=O)NC=1C=NN(C1)[C@@H](C)C=1C=NC(=C(C1)O)N1C([C@@H]2C[C@@H]2C1)=O)C)F 6-(3-Chloro-6-(difluoromethyl)-2-fluorophenyl)-N-(1-((S)-1-(5-hydroxy-6-((1R,5S)-2-oxo-3-azabicyclo[3.1.0]hexan-3-yl)pyridin-3-yl)ethyl)-1H-pyrazol-4-yl)-3-methylpyrazine-2-carboxamide